[2-Methoxy-4-(methylthio)benzoyl]-4-(phenylmethyl)piperidine tert-butyl-(S)-2-((S)-4-bromo-6-fluoro-2-phenyl-2,3-dihydrobenzofuran-2-yl)pyrrolidine-1-carboxylate C(C)(C)(C)OC(=O)N1[C@@H](CCC1)[C@@]1(OC2=C(C1)C(=CC(=C2)F)Br)C2=CC=CC=C2.COC2=C(C(=O)N1CCC(CC1)CC1=CC=CC=C1)C=CC(=C2)SC